6-(difluoromethyl)-4-fluoro-1H-indene FC(C1=CC(=C2C=CCC2=C1)F)F